1-(5-(tert-Butyl)isoxazol-3-yl)-3-(2-(4-methyl-1H-indole-2-carbonyl)-1H-indol-5-yl)urea C(C)(C)(C)C1=CC(=NO1)NC(=O)NC=1C=C2C=C(NC2=CC1)C(=O)C=1NC2=CC=CC(=C2C1)C